5-tert-butyl-N-[[4-[6-[4-[[4-[4-(2,6-dioxo-3-piperidyl)phenyl]-1-piperidyl]methyl]phenyl]pyrrolo[2,1-f][1,2,4]triazin-4-yl]phenyl]methyl]-1,2,4-oxadiazole-3-carboxamide C(C)(C)(C)C1=NC(=NO1)C(=O)NCC1=CC=C(C=C1)C1=NC=NN2C1=CC(=C2)C2=CC=C(C=C2)CN2CCC(CC2)C2=CC=C(C=C2)C2C(NC(CC2)=O)=O